C(C)(C)(C)C1=NNC(=C1)C(=O)O 3-tert-butyl-1H-pyrazole-5-carboxylic acid